OC1=C(C=CC(=C1)N(C)C)C1(OC(=O)C2=CC=CC=C12)C1=C(C=CC(=C1)Cl)OC (2'-hydroxy-4-dimethylaminophenyl)-3-(2'-methoxy-5'-chlorophenyl)phthalide